F[B-](F)(F)F.C(C)N1C=[N+](C=C1)C=C 1-ethyl-3-vinylimidazolium tetrafluoroborate